1-((5-chlorothien-3-yl)methyl)-3,3-dimethyl-2-oxoindoline-6-carboxylic acid ClC1=CC(=CS1)CN1C(C(C2=CC=C(C=C12)C(=O)O)(C)C)=O